BrC1=CC=CC(=N1)C(C(=O)OC(C)(C)C)(CCCC(CS(=O)(=O)CCO)(C)C)C tert-butyl 2-(6-bromopyridin-2-yl)-7-((2-hydroxyethyl)sulfonyl)-2,6,6-trimethylheptanoate